BrC1=CC=CN2C(=C(C=C12)C#CC([2H])([2H])N(C(OC(C)(C)C)=O)C=1C(=NC(=CC1)C(NC)=O)OC)CC(F)(F)F tert-butyl (3-(8-bromo-3-(2,2,2-trifluoroethyl)indolizin-2-yl)prop-2-yn-1-yl-1,1-d2)(2-methoxy-6-(methylcarbamoyl)pyridin-3-yl)carbamate